C(CCCCCCCCCCCCCCCCC)OC=1C=C(C(=O)OCC(=O)O[C@@]2([C@H]([C@@H](O[C@@H]2COP(=O)([C@@]2([C@H]([C@@H](O[C@@H]2COC(C2=CC=C(C=C2)OC)(C2=CC=C(C=C2)OC)C2=CC=CC=C2)N2C(=O)NC(=O)C=C2)OC)O)OCCC#N)N2C(=O)N=C(NC(C3=CC=CC=C3)=O)C=C2)OC)O)C=C(C1OCCCCCCCCCCCCCCCCCC)OCCCCCCCCCCCCCCCCCC N4-benzoyl-5'-O-((2-cyanoethoxy) (5'-O-(4,4'-dimethoxytrityl)-2'-O-methyluridine-3'-yl)phosphoryl)-2'-O-methylcytidine-3'-yl 2-((3,4,5-tris(octadecyloxy)benzoyl)oxy)acetate